tert-butyl (Z)-4-(2-((1-acetyl-3-oxoindolin-2-ylidene)methyl)quinoline-6-carbonyl)piperazine-1-carboxylate C(C)(=O)N1\C(\C(C2=CC=CC=C12)=O)=C/C1=NC2=CC=C(C=C2C=C1)C(=O)N1CCN(CC1)C(=O)OC(C)(C)C